di-2-propynyl oxalate C(C(=O)OCC#C)(=O)OCC#C